3-(7-(8-bromo-7-fluoro-3-hydroxynaphthalen-1-yl)-8-fluoro-2-(((2R,7aS)-2-fluorohexahydro-1H-pyrrolizin-7a-yl)methoxy)pyrido[4,3-d]pyrimidin-4-yl)-3-azabicyclo[3.2.1]octan-6-ol BrC=1C(=CC=C2C=C(C=C(C12)C1=C(C=2N=C(N=C(C2C=N1)N1CC2CC(C(C1)C2)O)OC[C@]21CCCN1C[C@@H](C2)F)F)O)F